Cl.Cl.CC1=C(C=C2CCC3(CNCC3)NC2=N1)C=1N=NN(N1)C 7-methyl-6-(2-methyl-2H-tetrazol-5-yl)-3,4-dihydro-1H-spiro[1,8-naphthyridine-2,3'-pyrrolidine], Dihydrochloride Salt